cobalt perfluorocarbonyl-silole FC(=O)[SiH]1C=CC=C1.[Co]